tert-butyl (2R,3S,4S)-4-[(tert-butyldimethylsilyl)oxy]-3-hydroxy-2-(pyridin-3-ylmethyl)pyrrolidine-1-carboxylate [Si](C)(C)(C(C)(C)C)O[C@@H]1[C@H]([C@H](N(C1)C(=O)OC(C)(C)C)CC=1C=NC=CC1)O